N-(4-benzyloxyphenyl)-α-amino-4-benzyloxyphenylacetone C(C1=CC=CC=C1)OC1=CC=C(C=C1)NC(C1=CC=CC=C1)OC1=CC=C(C=C1)CC(C)=O